adipaldehyde C(CCCCC=O)=O